Cl.NC/C(/CN1N=C2N(C=CC(=C2)C2=CC=C(C=C2)C2=NON=C2)C1=O)=C\F 2-[(2E)-2-(aminomethyl)-3-fluoroprop-2-en-1-yl]-7-[4-(1,2,5-oxadiazol-3-yl)phenyl][1,2,4]triazolo[4,3-a]pyridin-3(2H)-one hydrochloride